(2R,6R)-N-(3-azabicyclo[3.2.0]heptan-6-yl)-6-methyl-4-[8-(trifluoromethyl)-5-quinolinyl]morpholine-2-carboxamide C12CNCC2C(C1)NC(=O)[C@H]1CN(C[C@H](O1)C)C1=C2C=CC=NC2=C(C=C1)C(F)(F)F